7-(2-(5-Cyclopropyl-3-(2,6-dichlorophenyl)isoxazol-4-yl)-7-azaspiro[3.5]non-1-en-7-yl)-8-methylchinolin C1(CC1)C1=C(C(=NO1)C1=C(C=CC=C1Cl)Cl)C1=CC2(C1)CCN(CC2)C2=CC=C1C=CC=NC1=C2C